ethyl-4-iodo-1H-imidazole C(C)N1C=NC(=C1)I